5,28-dihydro-29h,31h-phthalocyanine C1=CC=C2C/3NC(C2=C1)N=C4C5=CC=CC=C5C(=N4)N=C6C7=CC=CC=C7C(=NC8=N/C(=N3)/C9=CC=CC=C98)N6